O1-tert-butyl O4-methyl 4-(2-oxoethyl)piperidine-1,4-dicarboxylate O=CCC1(CCN(CC1)C(=O)OC(C)(C)C)C(=O)OC